2,6-dichloro-5-(methylthio)-4-pyrimidinyl-thiocyanate ClC1=NC(=C(C(=N1)SC#N)SC)Cl